C(=O)(OC(C)(C)C)N[C@@H](CC1=CC=CC=C1)CO Boc-Phenylalaninol